BrC1=C(N(C=2C1=NC=1CN(CCC1C2)C(=O)OC(C)(C)C)C(=O)OC(C)(C)C)C2=CC(=NC(=C2)C)C Di-tert-butyl 3-bromo-2-(2,6-dimethylpyridin-4-yl)-7,8-dihydro-1H-pyrrolo[3,2-b][1,7]naphthyridine-1,6(5H)-dicarboxylate